CC1=NC(=NC=C1)C1=NOC(=C1)C(=O)NCC1=NC(=NN1)C(C(F)(F)F)(C)C 3-(4-methylpyrimidin-2-yl)-N-((3-(1,1,1-trifluoro-2-methylpropan-2-yl)-1H-1,2,4-triazol-5-yl)methyl)isoxazole-5-carboxamide